methyl 3-[[(7S)-1-[2-[(1S)-1-(2,2-difluoro-1,3-benzodioxol-5-yl)ethoxy]-4-pyridyl]-3-(trifluoromethyl)-4,5,6,7-tetrahydroindazol-7-yl]oxy]bicyclo[1.1.1]pentane-1-carboxylate FC1(OC2=C(O1)C=CC(=C2)[C@H](C)OC2=NC=CC(=C2)N2N=C(C=1CCC[C@@H](C21)OC21CC(C2)(C1)C(=O)OC)C(F)(F)F)F